OC(C)C1=NN2C(CN(CC2)C(=O)OC(C)(C)C)=C1 tert-butyl 2-(1-hydroxyethyl)-6,7-dihydro-4H-pyrazolo[1,5-a]pyrazine-5-carboxylate